C(C1=CC=CC=C1)SC1=C(C(=CC=C1)Br)C(F)(F)F benzyl-(3-bromo-2-(trifluoromethyl)phenyl)sulfane